(R)-5-(((4-(3-chloro-4-(3-((3-fluoro-4-(((2-hydroxyethyl)amino)methyl)pyridin-2-yl)amino)-2-methylphenyl)pyridin-2-yl)-2-(difluoromethoxy)benzyl)amino)methyl)pyrrolidin-2-one ClC=1C(=NC=CC1C1=C(C(=CC=C1)NC1=NC=CC(=C1F)CNCCO)C)C1=CC(=C(CNC[C@H]2CCC(N2)=O)C=C1)OC(F)F